C1=C(C=CC2=CC=CC=C12)C1=C(C=CC=C1)NC1=CC2=CC=CC=C2C=C1 N-(2-(naphthalen-2-yl)phenyl)naphthalen-2-amine